C(\C=C\C(=O)[O-])(=O)OCC(CCCC)CC (2-ethyl-hexyl) fumarate